C(CCCCCCC\C=C/C\C=C/CCCCC)O[C@H]1[C@H](OC[C@@H]1OCCCCCCCC\C=C/C\C=C/CCCCC)[C@@H](CN(C)C)OCCCCCCCC\C=C/C\C=C/CCCCC (R)-2-((2R,3R,4S)-3,4-bis((9Z,12Z)-octadeca-9,12-dienyloxy)tetrahydrofuran-2-yl)-N,N-dimethyl-2-((9Z,12Z)-octadeca-9,12-dienyloxy)ethanamine